4-[(2R,3R)-2-(2-chloro-3-methyl-phenyl)pyrrolidin-3-yl]piperazin-2-one hydrochloride Cl.ClC1=C(C=CC=C1C)[C@H]1NCC[C@H]1N1CC(NCC1)=O